2-[2-[(6-hydroxy-1,3-benzothiazol-2-yl)methylcarbamoyl]indan-2-yl]acetic acid OC1=CC2=C(N=C(S2)CNC(=O)C2(CC3=CC=CC=C3C2)CC(=O)O)C=C1